4,8,15,22,25-pentaoxo-3,6,9,16,23,26-hexaazadotriacontan-32-oate O=C(NCC)CNCC(NCCCCCC(NCCCCCC(NCC(NCCCCCC(=O)[O-])=O)=O)=O)=O